[Si](C)(C)(C(C)(C)C)OC1=CC=C(C=C1)N(C)C1=CC=C(C=C1)C1CC1 [4-(tert-butyl-dimethylsilanyloxy)-phenyl]-(4-cyclopropyl-phenyl)-methyl-amine